methyl 2-(4-(benzyloxy) phenyl)-2H-1,2,3-triazole-4-carboxylate C(C1=CC=CC=C1)OC1=CC=C(C=C1)N1N=CC(=N1)C(=O)OC